methyl (2S,4aR,6aR,7R,9S,10aS,10bR)-2-(furan-3-yl)-9-hydroxy-6a,10b-dimethyl-4,10-dioxododecahydro-2H-benzo[f]isochromene-7-carboxylate O1C=C(C=C1)[C@H]1OC([C@@H]2CC[C@@]3([C@@H]([C@]2(C1)C)C([C@H](C[C@H]3C(=O)OC)O)=O)C)=O